2-chloro-N-(5-((E)-2-(2-(((1r,4r)-4-(dimethylamino)cyclohexyl)amino)pyrimidin-5-yl)vinyl)-6-methylpyridin-2-yl)-3-fluorobenzenesulfonamide ClC1=C(C=CC=C1F)S(=O)(=O)NC1=NC(=C(C=C1)\C=C\C=1C=NC(=NC1)NC1CCC(CC1)N(C)C)C